4-(1-(4-fluorophenyl)-2-methyl-1H-imidazo[4,5-c]quinolin-8-yl)-3,5-dimethylisoxazole FC1=CC=C(C=C1)N1C(=NC=2C=NC=3C=CC(=CC3C21)C=2C(=NOC2C)C)C